C(C)OC(=O)C=1N=C2N(C=CC(=C2)C2(CC2)C#N)C1SCC 7-(1-Cyanocyclopropyl)-3-(ethylsulfanyl)imidazo[1,2-a]pyridine-2-carboxylic acid ethyl ester